1-benzyl 3,4-dimethyl 5-(4-((tert-butoxycarbonyl)(methyl)amino)phenyl)piperidine-1,3,4-tricarboxylate C(C)(C)(C)OC(=O)N(C1=CC=C(C=C1)C1C(C(CN(C1)C(=O)OCC1=CC=CC=C1)C(=O)OC)C(=O)OC)C